C(=O)C1=CC=C(C=C1)C=C1C=C(C(C(=C1)C(C)(C)C)=O)C(C)(C)C 4-(4-formylphenyl)methylene-2,6-di-tert-butyl-2,5-cyclohexadiene-1-one